C1(=CC=CC=C1)S(=O)(=O)C1=CC=C(C=C1)N1C(NN=C1)=S 4-(4-(phenylsulfonyl)phenyl)-2,4-dihydro-3H-1,2,4-triazole-3-thione